FC=1C=C(C=C(C1)F)COC=1C(=NC=C(C1)OC1CN(C1)C)C=1C=C(SC1C)C(=O)O 4-{3-[(3,5-difluorophenyl)methoxy]-5-[(1-methylazetidin-3-yl)oxy]pyridin-2-yl}-5-methylthiophene-2-carboxylic acid